5-(2-fluoro-3-(5-fluoro-2-methoxypyridin-4-yl)-6-hydroxyphenyl)-1,2,5-thiadiazolidin-3-one 1,1-dioxide FC1=C(C(=CC=C1C1=CC(=NC=C1F)OC)O)N1CC(NS1(=O)=O)=O